6-ethoxyquinazolin-4-amine C(C)OC=1C=C2C(=NC=NC2=CC1)N